6-bromo-9-ethyl-1,3-dimethyl-8-(1-methyl-1H-pyrazol-4-yl)-9H-pyrido[3,4-b]indole BrC=1C=C2C3=C(N(C2=C(C1)C=1C=NN(C1)C)CC)C(=NC(=C3)C)C